FC(C1(CC1)C1=CC2=C(N(C(=NC2=S)C)C)C=N1)F 6-(1-(difluoromethyl)cyclopropyl)-1,2-dimethylpyrido[3,4-d]pyrimidine-4(1H)-thione